3-methyl-N-naphthalen-2-ylbutanamide CC(CC(=O)NC1=CC2=CC=CC=C2C=C1)C